1-(tert-butoxycarbonyl)-1H-indol C(C)(C)(C)OC(=O)N1C=CC2=CC=CC=C12